C(C)(C)(C)OC(COCCOCCOCCOCCNC1CCOCC1)=O.N1N=CC(=C1)C=1C=C2C=C(N=CC2=CC1)NC(=O)[C@@H]1CC[C@H](CC1)N(C)C trans-N-(6-(1H-pyrazol-4-yl)isoquinolin-3-yl)-4-(dimethylamino)cyclohexane-1-carboxamide tert-butyl-14-((tetrahydro-2H-pyran-4-yl)amino)-3,6,9,12-tetraoxatetradecanoate